BrC1=C(C=C(CNCC(OC)OC)C=C1)F N-(4-bromo-3-fluorobenzyl)-2,2-dimethoxyethan-1-amine